ClC=1C=CC=C2[C@H](CCOC12)NC(=O)NC=1N=C(SC1)N(C)C 1-[(4S)-8-chlorochroman-4-yl]-3-[2-(dimethylamino)thiazol-4-yl]urea